N1C=C2C=3C=NC(=CC31)C2 3,6-METHANO-1H-PYRROLO[3,2-c]PYRIDINE